FC1(CC2(C1)C[C@@H](N(CC2)CC2=C1C=CNC1=C(C=C2OC)C)C=2C=CC(=NC2NC(C)C)C(=O)O)F 5-((6R)-2,2-Difluoro-7-((5-methoxy-7-methyl-1H-indol-4-yl)methyl)-7-azaspiro[3.5]nonan-6-yl)-6-(isopropylamino)pyridine-2-carboxylic acid